O(C(C)C)C1=C(C=CC=C1)OC(C)C diisopropoxylbenzene